7-((4-(2,6-Dimethylmorpholino)-5-fluoro-2-methylphenyl)amino)-4-methyl-2H-benzo[b][1,4]oxazin-3(4H)-one CC1OC(CN(C1)C1=CC(=C(C=C1F)NC=1C=CC2=C(OCC(N2C)=O)C1)C)C